3-((1R)-1-((7-(3-((4-(3-(2,6-dioxopiperidin-3-yl)-1-methyl-1H-indazol-6-yl)-piperidin-1-yl)methyl)phenyl)-4-methylpyrido[3,4-d]pyridazin-1-yl)amino)ethyl)-2-methyl-benzonitrile O=C1NC(CCC1C1=NN(C2=CC(=CC=C12)C1CCN(CC1)CC=1C=C(C=CC1)C1=CC=2C(=C(N=NC2N[C@H](C)C=2C(=C(C#N)C=CC2)C)C)C=N1)C)=O